5-(2-acetyl-5-chlorophenyl)-6-isopropylpyridazin-3(2H)-one C(C)(=O)C1=C(C=C(C=C1)Cl)C1=CC(NN=C1C(C)C)=O